FC=1C(=C(C=O)C=C(C1)C1=CN=C(S1)C=1C=NC(=C(C1)C(F)(F)F)N1CCCC1)O 3-Fluoro-2-hydroxy-5-(2-(6-(pyrrolidin-1-yl)-5-(trifluoromethyl)pyridin-3-yl)thiazol-5-yl)benzaldehyde